CN(C=1C=C(C=CC1)CCO)C1=CC=CC=C1 2-(3-(methyl(phenyl)amino)phenyl)ethan-1-ol